3-(ethylamino)-4-thioxocyclobut-2-en-1-one C(C)NC1=CC(C1=S)=O